2-(3-bromo-4-chloro-phenyl)ethoxy-tert-butyl-dimethyl-silane BrC=1C=C(C=CC1Cl)CCO[Si](C)(C)C(C)(C)C